FC1=C2NC(C(NC2=C(C=C1F)C)=CC(=O)NN)(C)C (5,6-difluoro-3,3,8-trimethyl-3,4-dihydroquinoxalin-2(1H)-ylidene)acetohydrazide